C1(CC1)S(=O)(=O)NC=1SC=C(N1)C(C(=O)NC1=CC=C(C=C1)C1=CN=CC(=N1)C(=O)N(C)C)(C)C 6-(4-(2-(2-(cyclopropanesulfonylamino)thiazol-4-yl)-2-methylpropanamido)phenyl)-N,N-dimethylpyrazine-2-carboxamide